4-(4-((tert-butoxycarbonyl)amino)-1-methyl-1H-imidazole-2-carboxamido)benzoic acid C(C)(C)(C)OC(=O)NC=1N=C(N(C1)C)C(=O)NC1=CC=C(C(=O)O)C=C1